BrCC1=C(C(=C(C(=C1F)F)F)F)F bromo-2,3,4,5,6-pentafluorotoluene